C1=C(C=CC2=CC=CC=C12)S(=O)(=O)[O-] 2-naphthyl-sulfonate